4-((3-(4-(((1S,4S)-4-(dimethylamino)cyclohexyl)amino)-1-(2,2,2-trifluoroethyl)-1H-indol-2-yl)prop-2-yn-1-yl)amino)-2-fluoro-5-methoxy-benzamide CN(C1CCC(CC1)NC1=C2C=C(N(C2=CC=C1)CC(F)(F)F)C#CCNC1=CC(=C(C(=O)N)C=C1OC)F)C